3-(5-((1-(1H-Indole-2-carbonyl)piperidin-4-ylidene)methyl)-1-oxoisoindolin-2-yl)piperidine-2,6-dione N1C(=CC2=CC=CC=C12)C(=O)N1CCC(CC1)=CC=1C=C2CN(C(C2=CC1)=O)C1C(NC(CC1)=O)=O